[N+](=O)([O-])C=1C=C(C=CC1)C(O)C=1C=NC=CC1 (3-nitrophenyl)(pyridin-3-yl)methanol